FC(C(=O)O)(F)F.N[C@H]1C2(CN3N=CC=C31)CCN(CC2)C=2N=CC(=NC2)SC2=C(C=3N(C=C2)CC(N3)=O)Cl (S)-7-((5-(4'-amino-4'H,6'H-spiro[piperidine-4,5'-pyrrolo[1,2-b]pyrazol]-1-yl)pyrazin-2-yl)thio)-8-chloroimidazo[1,2-a]pyridin-2(3H)-one (trifluoroacetate)